C[Si](C1=CC=C(C=C1)C1=CC=C(C=C1)[Si](C)(C)C)(C)C 4,4'-bis(trimethylsilyl)biphenyl